N-[2-(3,3-difluoropyrrolidin-1-yl)-4-(6-oxo-1H-pyridin-2-yl)-3-pyridyl]-2-isopropyl-pyrimidine-5-carboxamide FC1(CN(CC1)C1=NC=CC(=C1NC(=O)C=1C=NC(=NC1)C(C)C)C=1NC(C=CC1)=O)F